9,9',9'',9'''-(5-cyano-6-(2,6-diphenylpyrimidin-4-yl)benzene-1,2,3,4-tetrayl)tetrakis(9H-carbazole-3-carbonitrile) C(#N)C=1C(=C(C(=C(C1C1=NC(=NC(=C1)C1=CC=CC=C1)C1=CC=CC=C1)N1C2=CC=CC=C2C=2C=C(C=CC12)C#N)N1C2=CC=CC=C2C=2C=C(C=CC12)C#N)N1C2=CC=CC=C2C=2C=C(C=CC12)C#N)N1C2=CC=CC=C2C=2C=C(C=CC12)C#N